C(CCCCCCC)(=O)OSSC1=NC=CC=C1 (pyridin-2-yldisulfanyl) octanoate